C(C1=CC=CC=C1)OC1=C2N=CNC2=NC(=N1)Cl 6-(Benzyloxy)-2-chloro-9H-purine